tert-butyl (3S,4S)-3-[7-bromo-2-chloro-8-fluoro-6-(trifluoromethyl) quinazolin-4-yl]oxy-4-fluoro-pyrrolidine-1-carboxylate BrC1=C(C=C2C(=NC(=NC2=C1F)Cl)O[C@H]1CN(C[C@@H]1F)C(=O)OC(C)(C)C)C(F)(F)F